The molecule is a monounsaturated fatty acyl-CoA(4-) obtained by deprotonation of phosphate and diphosphate functions of 2-methylhexenoyl-CoA; major species at pH 7.3. It is a monounsaturated fatty acyl-CoA(4-), a 2,3-saturated fatty acyl-CoA(4-) and a medium-chain fatty acyl-CoA(4-). It is a conjugate base of a 2-methylhexenoyl-CoA. CCCC=C(C)C(=O)SCCNC(=O)CCNC(=O)[C@@H](C(C)(C)COP(=O)([O-])OP(=O)([O-])OC[C@@H]1[C@H]([C@H]([C@@H](O1)N2C=NC3=C(N=CN=C32)N)O)OP(=O)([O-])[O-])O